(7-bromo-2-methylbenzo[b]thiophen-3-yl)-N-(4-methoxybenzyl)-N-methyl-methylamine BrC1=CC=CC2=C1SC(=C2CN(C)CC2=CC=C(C=C2)OC)C